C(C)(C)(C)C1=C(C=C(C(=C1)OCCOC)C(C)(C)C)OCCOC 2,5-di-tert-butyl-1,4-bis(methoxyethoxy)benzene